S(=O)(=O)([O-])OOS(=O)(=O)[O-].C(CCCCCCCCCCC)[NH3+].C(CCCCCCCCCCC)[NH3+] dodecyl-ammonium persulfate